BrC1=CC(=NC=C1)S(=O)(N[Si](C)(C)C(C)(C)C)=N 4-bromo-N-(tert-butyldimethylsilyl)pyridine-2-sulfonimidamide